2-octyl-decanoic acid-7-bromoheptyl ester BrCCCCCCCOC(C(CCCCCCCC)CCCCCCCC)=O